ClC1=NC2=C(C=C(C=C2C(=N1)NC(C)C=1N(N=CN1)C1=NC=CC=N1)C(F)(F)F)Cl 2,8-dichloro-N-[1-(2-pyrimidin-2-yl-1,2,4-triazol-3-yl)ethyl]-6-(trifluoromethyl)quinazolin-4-amine